cis-2-(biphenyl-3-ylmethyl)-3-((methylsulfonyl)amino)pyrrolidine-1-carboxylic acid tert-butyl ester C(C)(C)(C)OC(=O)N1[C@H]([C@H](CC1)NS(=O)(=O)C)CC=1C=C(C=CC1)C1=CC=CC=C1